CC1=C(C(=CC=C1)C)C1=NC(=NC(=C1)OC1CN(CC1)C(C)C1=CC=CC=C1)NS(=O)(=O)C=1C=NN(C1)C N-[4-(2,6-dimethylphenyl)-6-[1-(1-phenylethyl)pyrrolidin-3-yl]oxy-pyrimidin-2-yl]-1-methyl-pyrazole-4-sulfonamide